tert-Butyl (4S,5S)-4-hydroxy-5-(4-(methoxycarbonyl)phenyl)azepane-1-carboxylate O[C@H]1CCN(CC[C@H]1C1=CC=C(C=C1)C(=O)OC)C(=O)OC(C)(C)C